diisobutyl-(dodeca-10-en-1-yl)aluminum C(C(C)C)[Al](CCCCCCCCCC=CC)CC(C)C